(E)-4-((4-chlorobenzyl)oxy)-N-(4-(3-(hydroxyamino)-3-oxoprop-1-en-1-yl)benzyl)quinoline-2-carboxamide ClC1=CC=C(COC2=CC(=NC3=CC=CC=C23)C(=O)NCC2=CC=C(C=C2)\C=C\C(=O)NO)C=C1